C(C)NC=1C2=C(N=C(N1)NC1=C(C=C(C(=C1)F)S(=O)(=O)N1CCC(CC1)N1CCOCC1)OC)NC=C2C(F)(F)F N4-ethyl-N2-(5-fluoro-2-methoxy-4-((4-morpholinopiperidin-1-yl)sulfonyl)phenyl)-5-(trifluoromethyl)-7H-pyrrolo[2,3-d]pyrimidine-2,4-diamine